[Al+3].C(C)(C)OC(C(CC(=O)[O-])=O)OC(C)C.C(C)(C)OC(C(CC(=O)[O-])=O)OC(C)C.C(C)(C)OC(C(CC(=O)[O-])=O)OC(C)C diisopropoxyacetoacetate aluminum